FC1=CC=C(C=C1)N1N=CC2=CC(=C(C=C12)C)[C@H]1[C@H](CN(CC1)S(=O)(=O)C=1C=NN(C1)CCC)C 1-(4-fluorophenyl)-6-methyl-5-((3r,4r)-3-methyl-1-((1-propyl-1H-pyrazol-4-yl)sulfonyl)piperidin-4-yl)-1H-indazole